[O].[As] arsenic oxygen